1-chloro-3-isocyanato-propane ClCCCN=C=O